4-[7-(4-Bromo-5-hydroxymethyl-2-methoxy-phenylamino)-3-(2,6-dimethyl-phenyl)-2-oxo-3,4-dihydro-2H-pyrimido[4,5-d]pyrimidin-1-yl]-butyric acid BrC1=CC(=C(C=C1CO)NC1=NC=C2C(=N1)N(C(N(C2)C2=C(C=CC=C2C)C)=O)CCCC(=O)O)OC